ClC=1C(=NC(=NC1)NC1=CC(=NC=C1)OC)C1=CC=C2CN(C(C2=C1)=O)[C@@H](C(=O)O)C (R)-2-(6-(5-chloro-2-((2-methoxypyridin-4-yl)amino)pyrimidin-4-yl)-1-oxoisoindolin-2-yl)propanoic acid